ClC=1C=CC(=NC1)C(=O)NC=1C2=C(NN1)C(N(C2)C(=O)N2[C@H](CN([C@@H](C2)C)C2CCOCC2)C)(C)C 5-chloro-N-(5-{[(2S,5R)-2,5-dimethyl-4-(tetrahydro-2H-pyran-4-yl)piperazin-1-yl]carbonyl}-6,6-dimethyl-1,4,5,6-tetrahydropyrrolo[3,4-c]pyrazol-3-yl)pyridine-2-carboxamide